C(C)NC1=C2C(=C3[NH2+]C4=CC=C(C=C4[Se]C3=C1)N(CC)CC)C=CC=C2 5-ethylamino-9-diethylaminobenzo[a]phenoselenazinium